N1=C(C=NC=C1)C(=O)O Pyrazinoic Acid